C(C)(C)(C)OC(NCCCNC1=NC=C(C=C1)Br)=O (3-((5-bromopyridin-2-yl)amino)propyl)carbamic acid tert-butyl ester